2-(4-Methoxybenzyl)-5-nitro-1H-benzo[d]imidazole COC1=CC=C(CC2=NC3=C(N2)C=CC(=C3)[N+](=O)[O-])C=C1